C(C1=CC=CC=C1)OC1(C2=NN=C(C=3C(=CC(=C(N4CCCC4CC=CCC1)N3)C=3C=NN(C3)C)[N+](=O)[O-])O2)C(F)(F)F 6-(benzyloxy)-18-(1-methyl-1H-pyrazol-4-yl)-20-nitro-6-(trifluoromethyl)-22-oxa-3,4,16,21-tetraazatetracyclo[15.3.1.12,5.012,16]docosa-1(21),2,4,9,17,19-hexaene